CC=1C(=C(OC1)C)SSC1=C(OC=C1C)C Methyl-2-methyl-3-furanyldisulfide